[Zr].C(C)(=O)C(=O)CCC acetyl-propylKetone zirconium